NC1=NC=NN2C1=C(C=C2C=2CN(CCC2)S(=O)(=O)C)C2=CC(=C(C=C2)NC(OC(C)(C)C)=O)OC tert-Butyl (4-(4-amino-7-(1-(methylsulfonyl)-1,2,5,6-tetrahydropyridin-3-yl)pyrrolo[2,1-f][1,2,4]triazin-5-yl)-2-methoxyphenyl)carbamate